Cl.BrC1=CC=NC=C1 4-bromopyridine hydrochloride